trimethylolpropane triundecylenate C(CCCCCCCCC=C)(=O)O.C(CCCCCCCCC=C)(=O)O.C(CCCCCCCCC=C)(=O)O.C(O)C(CC)(CO)CO